tetradecyl sulfite S(=O)(OCCCCCCCCCCCCCC)[O-]